C1(=CC=CC=C1)[C@@H]1NC2=C(OC1=O)C=CC=C2 (+)-(S)-3-Phenyl-3,4-dihydro-2H-benzo[b][1,4]oxazin-2-one